FC=1C(=NC(=NC1)N1CCC(CC1)C(=O)N1OCC[C@H]1C=1SC(=CC1)C)C(=O)N 5-fluoro-2-[4-[(3S)-3-(5-methyl-2-thienyl)isoxazolidine-2-carbonyl]-1-piperidyl]pyrimidine-4-carboxamide